C(CC(=O)C)(=O)[O-].C(CCC)OC(C[Ga+2])OCCCC.C(CC(=O)C)(=O)[O-] dibutoxyethyl-gallium acetoacetate